F[C@@H]1C[C@H](C[C@@H]1O)C(=O)OCC |r| ethyl rac-(1S,3R,4S)-3-fluoro-4-hydroxycyclopentane-1-carboxylate